NC1C2=CC=CC=C2CC12CCN(CC2)C2=NC=C(C([C@H]2C)=O)SC2=NC(=CC=C2Cl)N (S)-2-(1-amino-1,3-dihydrospiro[inden-2,4'-piperidin]-1'-yl)-5-((6-amino-3-chloropyridin-2-yl)thio)-3-methylpyridin-4(3H)-one